ethyl 4-(trifluoromethyl)-4,5,6,7-tetrahydropyrazolo[1,5-a]pyridine-2-carboxylate FC(C1C=2N(CCC1)N=C(C2)C(=O)OCC)(F)F